CC1=CC=CC(=N1)C1=NC=CC(=N1)NC1=NC(=NC=C1)NC=1C=C(SC1)NC(=O)C1CNC1 N-[4-[[4-[[2-(6-methyl-2-pyridyl)pyrimidin-4-yl]amino]pyrimidin-2-yl]amino]-2-thienyl]azetidine-3-carboxamide